CCCCC(CC)C 1,4-dimethylhexane